N[C@@H]1C2=CC=CC=C2CC12CCN(CC2)C=2NC(C1=C(N2)NN=C1C1=CC(CC2=NC3=CC=CC=C3C=C12)(C)C)=O (S)-6-(1-amino-1,3-dihydrospiro[indene-2,4'-piperidin]-1'-yl)-3-(3,3-dimethyl-3,4-dihydroacridin-1-yl)-1,5-dihydro-4H-pyrazolo[3,4-d]pyrimidin-4-one